Cl.CNCCOCCNC(=O)C1=CC2=C(N(C(=N2)NC=2SC3=C(N2)C=CC(=C3)OC(F)(F)F)C)C=C1 1-Methyl-2-(6-trifluoromethoxy-benzothiazol-2-ylamino)-1H-benzoimidazole-5-carboxylic acid [2-(2-methylamino-ethoxy)-ethyl]-amide hydrochloride